N-(2,5-difluoro-3-(5-((1R,2S)-2-fluorocyclopropyl)-1,2,4-oxadiazol-3-yl)-6-methylphenyl)-7-morpholinoimidazo[1,2-a]pyridine-3-carboxamide FC1=C(C(=C(C=C1C1=NOC(=N1)[C@@H]1[C@H](C1)F)F)C)NC(=O)C1=CN=C2N1C=CC(=C2)N2CCOCC2